C(C1=CC=CC=C1)OC1=CC=C(C=C1)OCCCBr 1-benzyloxy-4-(3-bromopropoxy)benzene